N-{3-[5-({1,1-difluoro-3,9-diazaspiro[5.5]undecan-3-yl}methyl)-6'-[(3R)-3-methoxyoxolan-3-yl]-[2,4'-bipyridin]-2'-yl]-1-methylpyrrolo[2,3-c]pyridin-5-yl}acetamide trifluoroacetate FC(C(=O)O)(F)F.FC1(CN(CCC12CCNCC2)CC=2C=CC(=NC2)C2=CC(=NC(=C2)[C@]2(COCC2)OC)C2=CN(C1=CN=C(C=C12)NC(C)=O)C)F